N1C=CC2=CC=C(C=C12)C1=CC=CC=C1C#N 1H-indole-6-benzonitrile